tert-butyl 5-amino-4-(6-bromo-1-oxo-7-(pyridin-3-yloxy)isoindolin-2-yl)-5-oxopentanoate NC(C(CCC(=O)OC(C)(C)C)N1C(C2=C(C(=CC=C2C1)Br)OC=1C=NC=CC1)=O)=O